(2S,3R)-1-tert-Butyl 2-methyl 5,6-dihydroxy-3-methylpiperidine-1,2-dicarboxylate OC1C[C@H]([C@H](N(C1O)C(=O)OC(C)(C)C)C(=O)OC)C